3,4-Dimethyl-2-phenylmorpholine Tartrate C(=O)(O)C(O)C(O)C(=O)O.CC1N(CCOC1C1=CC=CC=C1)C